NC1=NC=2C=CC(=CC2C2=C1C=NN2C)C(=O)N(OC)CC=2C=NC(=CC2)F 4-amino-N-((6-fluoropyridin-3-yl)methyl)-N-methoxy-1-methyl-1H-pyrazolo[4,3-c]quinoline-8-carboxamide